2,7-dimethyl-4-hydroxymethyl-octahydro-1H-cyclopenta[c]pyridin-6-ol CN1CC2C(C(C1)CO)CC(C2C)O